FC(CC)(F)C=1C=C(C=CC1)NC(=O)C1C(=NN(C1=O)C1=CC=C(C=C1)S(=O)(=O)C)C N-(3-(1,1-difluoropropyl)phenyl)-3-methyl-1-(4-(methylsulfonyl)phenyl)-5-oxo-4,5-dihydro-1H-pyrazole-4-carboxamide